4-(2-Ethoxy-2-oxoethyl)-3,3-difluoropiperidine-1-carboxylic acid tert-butyl ester C(C)(C)(C)OC(=O)N1CC(C(CC1)CC(=O)OCC)(F)F